COC=1C=CC=C2C(=NC(=NC12)N)C=1N=NN(C1)CC1=NN(C=C1)C(C)C 8-methoxy-4-(1-{[1-(propan-2-yl)-1H-pyrazol-3-yl]methyl}-1H-1,2,3-triazol-4-yl)quinazolin-2-amine